C(CCC)O[Zr](OCCCC)OCCCC trinormalbutoxyzirconium